ClC1=C(C(=O)NC2=C3C=NN(C3=CC=C2)C2=CC(=NC=C2)C2CC2)C=C(C=C1)CNC(C(C)(C)C)=O 2-Chloro-N-[1-(2-cyclopropylpyridin-4-yl)-1H-indazol-4-yl]-5-{[(2,2-dimethylpropionyl)amino]methyl}benzamide